C1(CC1)C1=C(C(=NO1)C1=C(C=CC=C1Cl)Cl)[C@H]1OC2(CO1)CCNCC2 |r| (±)-2-(5-Cyclopropyl-3-(2,6-dichlorophenyl)isoxazol-4-yl)-1,3-dioxa-8-azaspiro[4.5]decane